FC1=CC=C(C=C1)C1=C(C=2N(C(=N1)N)N=NN2)C=2C=CC=1N(C2)C(=CN1)C 7-(4-fluorophenyl)-8-(3-methylimidazo[1,2-a]pyridin-6-yl)tetrazolo[1,5-c]pyrimidin-5-amine